OCC1=CC=C2C(=[N+]1[O-])CCC2 2-(hydroxymethyl)-6,7-dihydro-5H-cyclopenta[b]Pyridine 1-oxide